FC(C=1C(=C(C=CC1)[C@@H](C)NC1=NC(=NC2=CC(=C(C=C12)C=1CCSCC1)OC)C)F)F N-[(1R)-1-[3-(difluoromethyl)-2-fluoro-phenyl]ethyl]-6-(3,6-dihydro-2H-thiopyran-4-yl)-7-methoxy-2-methyl-quinazolin-4-amine